Methyl (S)-2-((4-(5-(2,4-dichlorobenzyl)furan-2-carbonyl)piperazin-1-yl)methyl)-1-(oxetan-2-ylmethyl)-1H-benzo[d]imidazole-6-carboxylate ClC1=C(CC2=CC=C(O2)C(=O)N2CCN(CC2)CC2=NC3=C(N2C[C@H]2OCC2)C=C(C=C3)C(=O)OC)C=CC(=C1)Cl